FC(CCCCOC(CCC(=O)OCCCCCCN(CCCCCCCC(=O)OCCCCCCCCC)CCO)OCCCCC(C(F)(F)F)(F)F)(C(F)(F)F)F nonyl 8-((6-((4,4-bis((5,5,6,6,6-pentafluorohexyl)oxy)butanoyl)oxy)hexyl)(2-hydroxyethyl)amino)octanoate